C(CCC)OC1=NC=2N(C(=N1)N)N=CC2CC2=CC(=CC=C2)CN2CCCC2 C1-butoxy-8-(3-(pyrrolidin-1-ylmethyl)benzyl)pyrazolo[1,5-a][1,3,5]triazin-4-amine